triphenylbenzenetriamine C1(=CC=CC=C1)C1=C(C(=C(C(=C1N)N)N)C1=CC=CC=C1)C1=CC=CC=C1